C(C)(=O)ONC1=C(C=C(C=C1)C)Cl (3-chlorotoluidino) acetate